NC1=C(C=2C(=NC=C(C2S1)F)C=1C2=C(C=3C=NC(=NC3C1F)N1C[C@@H]([C@@H](C1)O)O)COC2)C#N 2-Amino-4-(3-((3S,4R)-3,4-dihydroxypyrrolidin-1-yl)-5-fluoro-7,9-dihydrofuro[3,4-f]quinazolin-6-yl)-7-fluorothieno[3,2-c]pyridine-3-carbonitrile